C(C)(C)(C)C=1C(=C(C=CC1)PC)P(C1=C(C(=C(C(=C1F)F)F)F)F)C1=C(C(=C(C(=C1F)F)F)F)F tert-butylmethylphosphino-2-bis(pentafluorophenyl)phosphinobenzene